COCOC1=NC=C(C(=O)OC)C=C1 Methyl 6-(methoxymethoxy)nicotinate